2-(chloromethyl)-6-methylimidazo[1,2-a]pyrazine ClCC=1N=C2N(C=C(N=C2)C)C1